(R)-N-(7-(2-chloro-5-fluorophenyl)-3-(ethyl-d5)-2,9-dioxo-2,3,4,7,8,9-hexahydro-1H-pyrrolo[3,4-h]quinazolin-6-yl)-3-fluoro-5-(trifluoromethyl)benzamide ClC1=C(C=C(C=C1)F)[C@@H]1NC(C=2C1=C(C=C1CN(C(NC21)=O)C(C([2H])([2H])[2H])([2H])[2H])NC(C2=CC(=CC(=C2)C(F)(F)F)F)=O)=O